BrC(CCOC1OCCCC1)C=1C(=NC=CC1F)N=C(C1=CC=CC=C1)C1=CC=CC=C1 3-[1-bromo-3-(3,4,5,6-tetrahydro-2H-pyran-2-yloxy)propyl]-2-[(diphenylmethylene)amino]-4-fluoropyridine